eicosane-1,9-diol C(CCCCCCCC(CCCCCCCCCCC)O)O